CO[Si](OC)(OC)CCCNCCCO[Si](OC)(OC)CCCN 2-(trimethoxysilylpropyl)aminoethyl-3-aminopropyltrimethoxysilane